C(#N)C1=CC(=C(C=C1)NS(=O)(=O)C1=CNC(=C1)C=O)F N-(4-cyano-2-fluorophenyl)-5-formyl-1H-pyrrole-3-sulfonamide